NC1=C(C(=O)OC)C=C(C(=C1)C(=O)OC)N dimethyl 2,5-diaminoterephthalate